fluorine diborate B(O)(O)OB(O)O.[F]